3-amino-2-[3-(aminomethyl)phenyl]-N-[3-(1H-pyrazol-4-yl)-1H-indol-7-yl]propionamide 3-(5-(1,3,4-thiadiazol-2-yl)pyridin-3-yl)-4-methoxyphenyl-(cyclohexylmethyl)carbamate S1C(=NN=C1)C=1C=C(C=NC1)C=1C=C(C=CC1OC)N(C(O)=O)CC1CCCCC1.NCC(C(=O)NC=1C=CC=C2C(=CNC12)C=1C=NNC1)C1=CC(=CC=C1)CN